C1(=CC=CC=C1)C1=C(C=CC(=C1)CCOC)C1=CC=C(C=C1)CCCCCCCC phenyl-4-(2-methoxyethyl)-4'-octylbiphenyl